ClC=1C(=CC(=C(C1)B1OC(C(O1)(C)C)(C)C)C)C1CC2(CC2)C1 2-(5-chloro-2-methyl-4-spiro[2.3]hexan-5-yl-phenyl)-4,4,5,5-tetramethyl-1,3,2-dioxaborolane